(S)-5-(4-((1-(5-(3,5-difluorophenyl)-4,5-dihydro-1H-pyrazole-1-carbonyl)azetidin-3-yl)oxy)-5-fluoropyrimidin-2-yl)-1-methyl-1H-pyrazole-4-carbonitrile FC=1C=C(C=C(C1)F)[C@@H]1CC=NN1C(=O)N1CC(C1)OC1=NC(=NC=C1F)C1=C(C=NN1C)C#N